NC1=NC=C(C2=C1C(=C(N2CC(F)(F)F)C2=C(C=C(C=C2)NC(C(=C)C)=O)Cl)C2=CC=C(C=C2)OC2=NC=CC(=N2)C)C#N N-(4-(4-amino-7-cyano-3-(4-((4-methylpyrimidin-2-yl)oxy)phenyl)-1-(2,2,2-trifluoroethyl)-1H-pyrrolo[3,2-c]pyridin-2-yl)-3-chlorophenyl)methacrylamide